C(C)(C)(C)OC(=O)NCCCCCCN1C=CC=2C(=CC=CC12)C(=O)OCC Ethyl 1-(6-((tert-butoxycarbonyl)amino)hexyl)-1H-indole-4-carboxylate